N1CCC(CC1)OCCN1CCOCC1 4-[2-(4-piperidyloxy)ethyl]morpholine